6-bromohexyl 6,6-bis(octyloxy)hexanoate C(CCCCCCC)OC(CCCCC(=O)OCCCCCCBr)OCCCCCCCC